FC1=NC=CC(=C1)N1C[C@H](N([C@@H](C1)C)C(=O)OC(C)(C)C)C Tert-Butyl (2R,6R)-4-(2-Fluoropyridin-4-yl)-2,6-dimethylpiperazine-1-carboxylate